ethyl 2-(3-chloro-2-methylphenyl)-2,2-difluoroacetate ClC=1C(=C(C=CC1)C(C(=O)OCC)(F)F)C